2-((15-cyclopropylpentadec-14-yn-1-yl)oxy)ethyl hydrogen ((((R)-1-(6-amino-9H-purin-9-yl)propan-2-yl)oxy)methyl)phosphonate NC1=C2N=CN(C2=NC=N1)C[C@@H](C)OCP(OCCOCCCCCCCCCCCCCC#CC1CC1)(O)=O